6-(4-aminopiperid-1-yl)-2-(4-cyano-3-fluorophenyl)-3-(3,6-difluoro-1-(2-hydroxyl-2-methylpropyl)-1H-indazol-5-yl)isonicotinonitrile NC1CCN(CC1)C=1N=C(C(=C(C#N)C1)C=1C=C2C(=NN(C2=CC1F)CC(C)(C)O)F)C1=CC(=C(C=C1)C#N)F